2-amino-9-((2r,4s,5r)-4-hydroxy-5-(hydroxymethyl)-5-vinyltetrahydrofuran-2-yl)-1H-purin-6(9H)-one NC=1NC(C=2N=CN(C2N1)[C@@H]1O[C@]([C@H](C1)O)(C=C)CO)=O